ClC1=CC=C(C=C1)NC(=C)NC=1C=C(C=CC1)C=1N(C=CC1)C(=O)OC(C)(C)C tert-Butyl 2-[3-({1-[(4-chlorophenyl)amino]ethenyl}amino)phenyl]-1H-pyrrole-1-carboxylate